(S)-2-((5-(6-(((1,1,1,3,3,3-hexafluoropropan-2-yl)oxy)carbonyl)-6-azaspiro[2.5]octane-1-carboxamido)pyridin-2-yl)oxy)acetic acid FC(C(C(F)(F)F)OC(=O)N1CCC2(C[C@@H]2C(=O)NC=2C=CC(=NC2)OCC(=O)O)CC1)(F)F